C(#C)C1=NN(C=C1)C 3-ethynyl-1-methyl-1H-pyrazole